CN1S(C2=C(CC1)C=C(C=C2)OCCN2CCC1(CC2)C(NC2=CC=C(C=C21)C#N)=O)(=O)=O 1'-{2-[(2-methyl-1,1-dioxo-3,4-dihydro-2H-1λ6,2-benzothiazin-6-yl)oxy]ethyl}-2-oxo-1,2-dihydrospiro[indole-3,4'-piperidine]-5-carbonitrile